4-(1-naphthoxy-5-octyloxy)butyl-trimethyl-ammonium bromide [Br-].C1(=CC=CC2=CC=CC=C12)OCCCC(CCCC)OCCCC[N+](C)(C)C